BrC=1C=C(C(=NC1)N1C(C(N(C(C1)=O)CC1=CC=C(C=C1)C(F)(F)F)C1CC(C1)OC)=O)F 1-(5-bromo-3-fluoropyridin-2-yl)-3-((1s,3s)-3-methoxy-cyclobutyl)-4-(4-(trifluoro-methyl)benzyl)piperazine-2,5-dione